FS(C1=CC=C(OC2=NC=CC=C2C=2C=C3C=CC=NC3=CC2)C=C1)(F)(F)(F)F 6-(2-(4-(Pentafluoro-λ6-sulfaneyl)phenoxy)pyridin-3-yl)quinoline